5-bromo-2-chloro-3-(3-(difluoromethyl)phenyl)-1-tosyl-1H-pyrrolo[2,3-b]pyridine BrC=1C=C2C(=NC1)N(C(=C2C2=CC(=CC=C2)C(F)F)Cl)S(=O)(=O)C2=CC=C(C)C=C2